FC(C(=O)N1CCC(CC1)O)(F)C=1C=C(C(=O)NC2=CC(=C(C=C2)F)C)C=CC1[C@H](CO)O (R)-3-(1,1-difluoro-2-(4-hydroxypiperidin-1-yl)-2-oxoethyl)-4-(1,2-dihydroxyethyl)-N-(4-fluoro-3-methylphenyl)benzamide